[Cl-].COC1=CC=C(C=C1)C1=NC2=C3N=C(C=CC3=CC=C2C=C1)C1=CC=C(C=C1)OC.[Cu+2].[Cl-] copper 2,9-bis(4-methoxyphenyl)-1,10-phenanthroline chloride